8-methoxy-6-[7-(2-morpholinoethoxy)imidazo[1,2-b]pyridazin-3-yl]-2-(2,2,2-trifluoroethyl)-3,4-dihydroisoquinolin-1-one COC=1C=C(C=C2CCN(C(C12)=O)CC(F)(F)F)C1=CN=C2N1N=CC(=C2)OCCN2CCOCC2